ClCC1=CC=C(C=C1)N1C(=NC=2C1=NC(=CC2)C2=CC(=CC=C2)F)C=2C(=NC=CC2)N 3-(3-(4-(Chloromethyl)phenyl)-5-(3-fluorophenyl)-3H-imidazo[4,5-b]pyridin-2-yl)pyridin-2-amine